OC1=CC=C(C=C1)[C@@H]1COC2=C(C(=CC=C2[C@@H]1C1=CC(=C(C(=C1)C)OC)C)O)C cis-3-(4-hydroxyphenyl)-4-(4-methoxy-3,5-dimethylphenyl)-8-methylchroman-7-ol